2-(4-methyl-6-(((R)-1-methylpiperidin-3-yl)amino)pyridazin-3-yl)phenol CC1=C(N=NC(=C1)N[C@H]1CN(CCC1)C)C1=C(C=CC=C1)O